ClC=1C(=NC(=NC1)NC1=CC(=C(C=C1)N1CC2(C1)CCC(CC2)N(C)C)C)NC2=C(C=CC=C2)P(C)(C)=O (2-((5-chloro-2-((4-(7-(dimethyl-amino)-2-azaspiro[3.5]nonan-2-yl)-3-methylphenyl)amino)pyrimidin-4-yl)amino)phenyl)dimethylphosphine oxide